[Pd](Cl)Cl.C(C)(C)(C)P([C-]1C=CC=C1)C(C)(C)C.[C-]1(C=CC=C1)P(C(C)(C)C)C(C)(C)C.[Fe+2] (1,1'-bis(di-tert-butylphosphino)ferrocene) palladium (II) dichloride